C(C1CO1)OCCC[Si](OC)(OC)C 3-Glycidyloxypropyl-methyl-dimethoxysilan